N-[(5-methylfuran-2-yl)methyl]-3-({5-[3-(trifluoromethyl)phenyl]pyrimidin-2-yl}amino)benzamide CC1=CC=C(O1)CNC(C1=CC(=CC=C1)NC1=NC=C(C=N1)C1=CC(=CC=C1)C(F)(F)F)=O